diphenylsilylene(cyclopentadienyl)(9-fluorenyl)zirconium dichloride [Cl-].[Cl-].C1(=CC=CC=C1)[Si](=[Zr+2](C1C2=CC=CC=C2C=2C=CC=CC12)C1C=CC=C1)C1=CC=CC=C1